FC(S(=O)(=O)[O-])(F)F.[Si](C)(C)(C(C)(C)C)N=S(=O)(C)N1C=[N+](C=C1)C 1-(N-(tert-butyldimethylsilyl)-S-methylsulfonimidoyl)-3-methyl-1H-imidazol-3-ium trifluoro-methanesulfonate